NC=1C=CC=NC1 5-AMINOPYRIDINE